7-(trifluoromethyl)thieno[3,2-b]pyridine-2-carboxylic acid FC(C1=C2C(=NC=C1)C=C(S2)C(=O)O)(F)F